(-)-3-Hydroxy-2-methyl-2-o-tolyl-2,3-dihydro-1H-inden-1-one OC1C(C(C2=CC=CC=C12)=O)(C1=C(C=CC=C1)C)C